O=S1(COC2=C1C=CC(=C2)C2=CC(=C(OCC1CCN(CC1)C([C@H](C(C)C)NC(OC(C)(C)C)=O)=O)C=C2)F)=O tert-Butyl (S)-(1-(4-((4-(3,3-dioxido-2H-benzo[d][1,3]oxathiol-6-yl)-2-fluorophenoxy)methyl)piperidin-1-yl)-3-methyl-1-oxobutan-2-yl)carbamate